The molecule is a fenchane monoterpenoid that is substituted by methyl groups at positions 3, 5, and 5, and by both a hydroxy group and a 3-oxobut-1-en-1-yl group at position 4. It is a fenchane monoterpenoid and an enone. CC1=CC(=O)CC(C1(/C=C/C(=O)C)O)(C)C